IC1=C(C=CC=C1)C(C(F)(F)F)=O 1-(2-iodophenyl)-2,2,2-trifluoroethan-1-one